ClC1=NC(=NC=C1C(=O)N1[C@@H](CC[C@@H]1C1=C(C=CC=C1)Cl)C(=O)O)C=1C=NC=CC1 (2S,5R)-1-(4-chloro-2-(pyridin-3-yl)pyrimidine-5-carbonyl)-5-(2-chlorophenyl)pyrrolidine-2-carboxylic acid